N-(N-Acetylmuramoyl)-L-alanyl-D-alpha-glutaminyl-N-[(7R)-4-hydroxy-4-oxido-10-oxo-7-[(1-oxohexadecyl)oxy]-3,5,9-trioxa-4-phosphapentacos-1-yl]-L-alaninamide CCCCCCCCCCCCCCCC(=O)OC[C@H](COP(=O)(O)OCCNC(=O)[C@H](C)NC(=O)CC[C@H](C(=O)N)NC(=O)[C@H](C)NC(=O)[C@@H](C)O[C@H]1[C@@H]([C@H](OC([C@@H]1NC(=O)C)O)CO)O)OC(=O)CCCCCCCCCCCCCCC